(1'R,2'R)-5'-methyl-4-pentyl-2'-(prop-1-en-2-yl)-3-(pyrimidin-5-yl)-1',2',3',4'-tetrahydro-[1,1'-biphenyl]-2,6-diol CC=1CC[C@H]([C@@H](C1)C=1C(=C(C(=CC1O)CCCCC)C=1C=NC=NC1)O)C(=C)C